O1CCN(CC1)CCC[SiH](C1=CC=C(C=C)C=C1)COC 4-[(3-morpholinopropyl)methoxymethylsilyl]styrene